3-(2,6-difluoro-4-(3-hydroxyazetidin-1-yl)phenyl)piperidine-2,6-dione Methyl-(2S,3R)-2-((tert-butoxycarbonyl)oxy)-3-(((S)-tert-butylsulfinyl)amino)-4-phenylbutanoate COC([C@H]([C@@H](CC1=CC=CC=C1)N[S@@](=O)C(C)(C)C)OC(=O)OC(C)(C)C)=O.FC1=C(C(=CC(=C1)N1CC(C1)O)F)C1C(NC(CC1)=O)=O